N-(4b-hydroxy-7,8-dimethyl-10-oxo-9b,10-dihydro-4bH-indeno[1,2-b]benzofuran-9b-yl)-2-(1H-indol-3-yl)-2-oxoacetamide OC12OC3=C(C1(C(C1=CC=CC=C12)=O)NC(C(=O)C1=CNC2=CC=CC=C12)=O)C=C(C(=C3)C)C